FC=1C=C(C=CC1)[C@H]([C@H]1N([C@@H](CC1)CCC)C(=O)OCC1=CC=CC=C1)O benzyl (2S,5R)-2-((R)-(3-fluorophenyl)-(hydroxy)methyl)-5-propylpyrrolidine-1-carboxylate